NC1=C(C2=C(S1)C(C(CC2)(CCOC(F)F)CC2CC2)=O)C(=O)N 2-Amino-6-(cyclopropylmethyl)-6-(2-(difluoromethoxy)ethyl)-7-oxo-4,5,6,7-tetrahydrobenzo[b]thiophene-3-carboxamide